C1(CCCCC1)C1=CC=C(C=C1)C=1NC=2N(C(C1)=O)N=C(C2C(=O)N2[C@@H]([C@@H](C2)CF)C)C(=O)N(C)C 5-(4-Cyclohexylphenyl)-3-((2R,3R)-3-(fluoromethyl)-2-methylazetidine-1-carbonyl)-N,N-dimethyl-7-oxo-4,7-dihydropyrazolo[1,5-a]pyrimidine-2-carboxamide